4-(4-bromophenyl)-1-(methylsulfonyl)piperidine BrC1=CC=C(C=C1)C1CCN(CC1)S(=O)(=O)C